1-(4-bromo-3-methoxyphenyl)-4-(dimethoxymethyl)piperidine BrC1=C(C=C(C=C1)N1CCC(CC1)C(OC)OC)OC